(4-((4-(((1R,2'S)-7-chloro-2'-methylspiro[isochromane-1,4'-piperidin]-1'-yl)methyl)-1H-1,2,3-triazol-1-yl)methyl)pyridin-2-yl)methanol ClC1=CC=C2CCO[C@]3(C[C@@H](N(CC3)CC=3N=NN(C3)CC3=CC(=NC=C3)CO)C)C2=C1